ClC=1C(=CC(=C(C(=O)NC=2C=NN(C(C2)=O)COC(CC(=O)O)=O)C1)OC1=C(C=C(C=C1)F)C)C(F)(F)F 3-((4-(5-chloro-2-(4-fluoro-2-methylphenoxy)-4-(trifluoromethyl)benzoylamino)-6-oxopyridazin-1(6H)-yl)methoxy)-3-oxopropionic acid